NC1=NC=2C=CC(=CC2C2=C1C=NN2C)C(=O)N(C)[C@@H]2COC1=C2C=CC(=C1)C=1CCOCC1 4-amino-N-((3S)-6-(3,6-dihydro-2H-pyran-4-yl)-2,3-dihydro-1-benzofuran-3-yl)-N,1-dimethyl-1H-pyrazolo[4,3-c]quinoline-8-carboxamide